5-(7-(cyclopropanecarboxamido)-1-cyclopropyl-2,6-naphthyridin-3-yl)-4-methylpicolinate C1(CC1)C(=O)NC1=NC=C2C=C(N=C(C2=C1)C1CC1)C=1C(=CC(=NC1)C(=O)[O-])C